COC1=C(CCC=2C=C3C(=NC=NC3=CC2)N2CC3(C2)CCNCC3)C=CC=C1 2-(6-(2-methoxyphenethyl)quinazolin-4-yl)-2,7-diazaspiro[3.5]nonan